FC1(CC(C1)COC1CNC1)F 3-[(3,3-difluorocyclobutyl)methoxy]azetidine